C(C)(C)(C)C1=CC2=C(C(NNC2=O)=N)C(N1)=O 7-(tert-butyl)-4-imino-1,2,3,4,5,6-hexahydropyrido[3,4-d]pyridazine-1,5-dione